C(C)(C)(C)N1N=CC(=C1)C(=O)NCC1=CC(=NO1)C=1N(C2=CC=CC(=C2C1)N[C@H]1[C@H](CN(CC1)C)F)CC(F)(F)F tert-butyl-N-{[3-(4-{[(3S,4R)-3-fluoro-1-methylpiperidin-4-yl]amino}-1-(2,2,2-trifluoroethyl)-1H-indol-2-yl)-1,2-oxazol-5-yl]methyl}-1H-pyrazole-4-carboxamide